BrC=1C=C(C=C2N=C3C(=NC12)C(CC3)=CC=3C=NN(C3)C)F 8-bromo-6-fluoro-1-((1-methyl-1H-pyrazol-4-yl)methylene)-2,3-dihydro-1H-cyclopenta[b]quinoxaline